4,6,7-trichloro-1-(2-isopropyl-4-methylpyridin-3-yl)-2-oxo-1,2-dihydro-1,8-naphthyridine-3-carbonitrile ClC1=C(C(N(C2=NC(=C(C=C12)Cl)Cl)C=1C(=NC=CC1C)C(C)C)=O)C#N